BrC=1C(=C2C(=NC1)N(C=C2Cl)COCC[Si](C)(C)C)Cl 5-bromo-3,4-dichloro-1-((2-(trimethylsilyl)ethoxy)methyl)-1H-pyrrolo[2,3-b]pyridine